3-(5H-Imidazo[5,1-a]isoindol-5-yl)oxetan-3-ol C=1N=CN2C1C1=CC=CC=C1C2C2(COC2)O